5-methyl-1,3-dihydroisobenzofuran CC=1C=C2COCC2=CC1